tert-butyl 4-(6-((4-cyano-2-fluorobenzyl)oxy)pyridin-2-yl)piperidine-1-carboxylate C(#N)C1=CC(=C(COC2=CC=CC(=N2)C2CCN(CC2)C(=O)OC(C)(C)C)C=C1)F